(S)-1-cyano-N-(1-(tetrahydro-2H-pyran-4-yl)-1H-imidazol-4-yl)pyrrolidine-3-carboxamide C(#N)N1C[C@H](CC1)C(=O)NC=1N=CN(C1)C1CCOCC1